1-(3-aminophenyl)-3-phenyl-1H-pyrrole-2,5-dione NC=1C=C(C=CC1)N1C(C(=CC1=O)C1=CC=CC=C1)=O